C(C1=CC=CC=C1)OC(=O)N1CC(NC12CCCC2)(F)F 4-aza-3,3-difluoro-1-azaspiro[4.4]nonane-1-carboxylic acid benzyl ester